methyl 5-(5-{[1-(tert-butoxycarbonyl)azetidin-3-yl]oxy}-3-[(3,5-difluorophenyl) methoxy] pyridin-2-yl)-1-methylpyrrole-3-carboxylate C(C)(C)(C)OC(=O)N1CC(C1)OC=1C=C(C(=NC1)C1=CC(=CN1C)C(=O)OC)OCC1=CC(=CC(=C1)F)F